trans-racemic-tert-butyl 4-{[7-(ethylcarbamoyl)-5-{[2-(trimethylsilyl)eth-oxy]methyl}-5H-pyrrolo[2,3-b]pyrazin-2-yl]amino}-3-hydroxypiperidine-1-carboxylate C(C)NC(=O)C1=CN(C2=NC=C(N=C21)N[C@H]2[C@@H](CN(CC2)C(=O)OC(C)(C)C)O)COCC[Si](C)(C)C |r|